COC(=O)C1=CC(=C(C2=CNN=C12)OC)C1=CN(C(C=C1)=O)C 4-methoxy-5-(1-methyl-6-oxo-1,6-dihydropyridin-3-yl)-2H-indazole-7-carboxylic acid methyl ester